CS(=O)(=O)C1=CC=C(C=C1)NC1(CCC1)C#N 1-(4-methanesulfonylphenylamino)cyclobutanenitrile